C(#N)C=1C=C(C=CC1)C=1N=C(SC1C1=CC(=NC(=C1)C)C)NC(=O)N1CCC(CC1)(C)O N-[4-(3-Cyanophenyl)-5-(2,6-dimethyl-4-pyridyl)thiazol-2-yl]-4-hydroxy-4-methylpiperidine-1-carboxamide